C1(CC1)COC=1C=NC(=NC1)C(C(=O)N)(C)N1C[C@@H](C(CC1)(F)F)C1=CNC(C=C1)=O (5-(cyclopropylmethoxy)pyrimidin-2-yl)-2-((s)-4,4-difluoro-3-(6-oxo-1,6-dihydropyridin-3-yl)piperidin-1-yl)propanamide